(R)-3-((1s,4s)-4-hydroxy-4-methylcyclohexyl)-5-nitro-3,4-dihydro-2H-benzo[b][1,4]oxazine-7-sulfonamide OC1(CCC(CC1)[C@H]1NC2=C(OC1)C=C(C=C2[N+](=O)[O-])S(=O)(=O)N)C